C1(CCCC1)C=1N(C2=C(C=NC=3C=CC(=CC23)C#N)N1)[C@H]1C[C@H](OCC1)C 2-cyclopentyl-1-[(2r,4r)-2-methyltetrahydro-2H-pyran-4-yl]-1H-imidazo[4,5-c]quinoline-8-carbonitrile